(4S)-2-((1-acetyl-4-nitropiperidin-4-yl)methyl)-4-((tert-butyloxycarbonyl)amino)pentanedioic acid dimethyl ester COC(C(C[C@@H](C(=O)OC)NC(=O)OC(C)(C)C)CC1(CCN(CC1)C(C)=O)[N+](=O)[O-])=O